O[C@H]1CNC[C@@H]1O (3S,4S)-3,4-dihydroxy-pyrrolidin